ClC=1C(=C(CN2[C@@H](C[C@@](CC2)(C(=O)O)CC2=NC(=CC(=C2F)OC(C)C)NC2=NNC(=C2)C)C)C=CC1)F (2R,4R)-1-(3-chloro-2-fluorobenzyl)-4-((3-fluoro-4-isopropoxy-6-((5-methyl-1H-pyrazol-3-yl)amino)pyridin-2-yl)methyl)-2-methylpiperidine-4-carboxylic acid